[Cl-].ClC1N(CCN1C)C 2-chloro-1,3-dimethylimidazolidine chloride